C(C)C1(C(OC(C1)CCN1CC2CN(CC2C1)C1=C(C=CC=C1)N1CCOCC1)=O)CC 3,3-diethyl-5-(2-(5-(2-morpholinophenyl)hexahydropyrrolo[3,4-c]pyrrol-2(1H)-yl)ethyl)dihydrofuran-2(3H)-one